CC(C(=O)OCCCCCCCNCCCCO)CCCCCCCC(C)C 7-(4-hydroxybutylamino)heptyl 2,10-dimethylundecanoate